OC[C@@H]1N(CC(C1)OC1OCCCC1)C(=O)OC(C)(C)C tert-butyl (2R)-2-(hydroxymethyl)-4-(oxan-2-yloxy)pyrrolidine-1-carboxylate